4-(1-(2,3-dichloropyridin-4-yl)-1H-imidazol-4-yl)-N-(1-(methylsulfonyl)piperidin-4-yl)-5-(trifluoromethyl)pyrimidin-2-amine ClC1=NC=CC(=C1Cl)N1C=NC(=C1)C1=NC(=NC=C1C(F)(F)F)NC1CCN(CC1)S(=O)(=O)C